C(C)(C)(C)OC(=O)N1C(CCCC1)NC=1C=C(C=2N(N1)C=CN2)N2CCOCC2 ((8-morpholinoimidazo[1,2-b]pyridazin-6-yl)amino)piperidine-1-carboxylic acid tert-butyl ester